C1(=CC=CC2=CC=CC=C12)C(C)N 1-(naphthalene-1-yl)ethylamine